4-hydroxy-1-isobutyl-N-(4-(4-methylpiperazin-1-yl)phenyl)-2-oxo-1,2-dihydroquinoline-3-carboxamide hydrochloride salt Cl.OC1=C(C(N(C2=CC=CC=C12)CC(C)C)=O)C(=O)NC1=CC=C(C=C1)N1CCN(CC1)C